C1(=CC=CC=C1)C1(CCCCC1)C(=O)N phenylcyclohexanamide